2-((5-(2-(4-cyano-2-fluorophenyl)-2-methylbenzo[d][1,3]dioxol-4-yl)-2,5-diazabicyclo[4.1.0]hept-2-yl)methyl)-1-(thiazol-5-ylmethyl)-1H-benzo[d]imidazole-6-carboxylic acid methyl ester COC(=O)C=1C=CC2=C(N(C(=N2)CN2C3CC3N(CC2)C2=CC=CC=3OC(OC32)(C)C3=C(C=C(C=C3)C#N)F)CC3=CN=CS3)C1